N-(trifluoroacetyl)3-methyl-2,3,4,5-tetrahydro-1H-benzofuro[3,2-c]azepine FC(C(=O)N1CC2=C(CCC1C)OC1=C2C=CC=C1)(F)F